NC=1C=C(C=CC1)C1=CC=C(C=N1)C1(NNC(=N1)N)N 3-(6-(3-aminophenyl)pyridin-3-yl)-1H-1,2,4-triazole-3,5-diamine